C1(=CC=CC2=CC=CC=C12)C1=CC=C(C=C1)NC1=CC=CC2=CC=CC=C12 N-[4-(1-naphthyl)phenyl]-1-naphthylamine